3-(4-nonadecyl-1-piperazinyl)-1,2-propanediol C(CCCCCCCCCCCCCCCCCC)N1CCN(CC1)CC(CO)O